C1(=C(C=CC=C1)C1=C(C=CC(=N1)NS(=O)(=O)C1=CC=CC(=N1)N1CC(C1)C(=O)O)C(F)(F)F)C 1-(6-(N-(6-(o-tolyl)-5-(trifluoromethyl)pyridin-2-yl)sulfamoyl)pyridin-2-yl)azetidine-3-carboxylic acid